2-chloro-4-iodo-5-methyl-pyridine ClC1=NC=C(C(=C1)I)C